(S)-N-(1-(quinolin-6-yl)ethyl)-amide N1=CC=CC2=CC(=CC=C12)[C@H](C)[NH-]